C1(CC1)C=1C(=C(C=C(C1)OC(C)C)N1CCN(CC1)CC=1SC2=C(N1)C=CC=C2)C=2N=NNN2 2-[[4-[3-cycloprop-yl-5-isopropoxy-2-(2H-tetrazol-5-yl)-phenyl]piperazin-1-yl]methyl]-1,3-benzothiazole